C(C)C=1C(NC=2C=C(C=NC2C1)CN1CCN(CC1)C=1C=CC(=NC1)C(=O)NC)=O 5-{4-[(7-ethyl-6-oxo-5,6-dihydro-1,5-naphthyridin-3-yl)methyl]piperazin-1-yl}-N-methylpyridine-2-carboxamide